[K+].C(CCCCCCC\C=C/C\C=C/CCCCC)(=O)[O-] linoleate potassium salt